BrC1=CC=C2N3C=4C=CC=CC4C(C3=NC2=C1)(C)C 5-bromo-10,10-dimethyl-1,8-diazatetracyclo[7.7.0.02,7.011,16]hexadeca-2,4,6,8,11(16),12,14-heptaene